O[C@@]1([C@H](/C=C/[C@@H]([C@H](C(C(C[C@H](CC1)O)=O)=O)\C(\C)=C\C=C\[C@H](C)C1=NC=CC=C1)C)OC(=O)N1CCC(CC1)N1CCCCCC1)C 4-(azepan-1-yl)piperidine-1-carboxylic acid [(2s,3s,4e,6s,7s,10s)-7,10-dihydroxy-3,7-dimethyl-12-oxo-2-[(2e,4e,6s)-6-pyridin-2-ylhept-2,4-dien-2-yl]-1-oxocyclododec-4-en-6-yl] ester